4-(4-propenoyl-3,4-dihydro-2H-benzo[b][1,4]oxazin-7-yl)-6-(1-methyl-1H-pyrazol-4-yl)pyrazolo[1,5-a]pyridine-3-carbonitrile C(C=C)(=O)N1C2=C(OCC1)C=C(C=C2)C=2C=1N(C=C(C2)C=2C=NN(C2)C)N=CC1C#N